OCCN(C1=C(C(OC(=C1)C(=O)NC=1SC(=NN1)N1N=CC=C1C)=O)OC)CCOC 4-((2-hydroxyethyl)(2-methoxyethyl)amino)-3-methoxy-N-(5-(5-methyl-1H-pyrazol-1-yl)-1,3,4-thiadiazol-2-yl)-2-oxo-2H-pyran-6-carboxamide